C1(=CC=CC2=CC=CC=C12)NC(CCC(=O)NCCC(=O)O)=O N-[4-(1-naphthylamino)-4-oxobutanoyl]Beta-alanine